(5S,7S)-7-fluoro-5-phenyl-2-(2-(trifluoromethyl)cyclopropyl)-6,7-dihydro-5H-pyrrolo[1,2-b][1,2,4]triazole F[C@H]1C[C@H](N2N=C(N=C21)C2C(C2)C(F)(F)F)C2=CC=CC=C2